N-[5-(2-cyano-4-pyridyl)-2-pyridyl]-2-[3,5-dimethyl-4-[2-(trifluoromethyl)-4-pyridyl]pyrazol-1-yl]acetamide C(#N)C1=NC=CC(=C1)C=1C=CC(=NC1)NC(CN1N=C(C(=C1C)C1=CC(=NC=C1)C(F)(F)F)C)=O